NC1=C2C(=NC=N1)N(N=C2C2=CC=C(C=C2)OC2=CC=CC=C2)[C@H]2CN(CCC2)C(CCCN2CCN(CC2)C(CCCCCNC2=C1CNC(C1=CC=C2)=O)=O)=O 4-((6-(4-(4-((R)-3-(4-amino-3-(4-phenoxyphenyl)-1H-pyrazolo[3,4-d]pyrimidin-1-yl)piperidin-1-yl)-4-oxobutyl)piperazin-1-yl)-6-oxohexyl)amino)-1-oxoisoindoline